The molecule is a steroid consisting of cevane having an oxygen bridge between positions 4 and 9 and carrying seven additional hydroxy substituents. It has a role as an insecticide. It derives from a hydride of a cevane. C[C@H]1CC[C@H]2[C@@]([C@]3([C@H](C[C@]4([C@@H]5CC[C@H]6[C@]7([C@]5(C[C@]4([C@@H]3CN2C1)O)O[C@@]6([C@@H](CC7)O)O)C)O)O)O)(C)O